(1aS,5aS)-2-(5-Pyrimidin-5-yl-pyridin-2-yl)-1a,2,5,5a-tetrahydro-1H-2,3-diaza-cyclopropa[a]pentalene-4-carboxylic acid (2-hydroxy-1,1-dimethyl-ethyl)-amide OCC(C)(C)NC(=O)C=1C=2C[C@H]3[C@@H](C2N(N1)C1=NC=C(C=C1)C=1C=NC=NC1)C3